NC1=NC=2C=CC=CC2C2=C1N=CN2[C@@H](C(C)(O)C)C (3R)-3-(4-aminoimidazo[4,5-c]quinolin-1-yl)-2-methyl-butan-2-ol